(3R,4R)-1-(5,7-Difluoro-1-((5-(methylsulfonyl)pyridin-2-yl)methyl)-1H-benzo[d]imidazol-2-yl)-4-fluoropiperidin-3-amin FC1=CC2=C(N(C(=N2)N2C[C@H]([C@@H](CC2)F)N)CC2=NC=C(C=C2)S(=O)(=O)C)C(=C1)F